diethanolamine, ammonium salt [NH4+].N(CCO)CCO